1-(4-(3-amino-6-(2-hydroxyphenyl)pyridazin-4-yl)-2-methylpiperazin-1-yl)-2-(3-methylisoxazol-5-yl)ethan-1-one NC=1N=NC(=CC1N1CC(N(CC1)C(CC1=CC(=NO1)C)=O)C)C1=C(C=CC=C1)O